Methyl 2-((tert-butoxycarbonyl)amino)-3-(2-(4-((5-chloro-3-fluoropyridin-2-yl)oxy)phenyl)-2H-tetrazol-5-yl)propanoate C(C)(C)(C)OC(=O)NC(C(=O)OC)CC=1N=NN(N1)C1=CC=C(C=C1)OC1=NC=C(C=C1F)Cl